2-([1,1'-biphenyl]-4-yloxy)ethyl(2-(acryloyloxy) ethyl) phthalate C(C=1C(C(=O)[O-])=CC=CC1)(=O)OCC(OC(C=C)=O)CCOC1=CC=C(C=C1)C1=CC=CC=C1